NC1=NC=C(C=C1C(=O)N[C@@H]1[C@H](CCC1)OCC1=CC=C(C=C1)C=1C=C2CCC(C2=CC1)N(C)CCC(CO)O)C=1C=NN(C1)C 2-amino-N-{(1S,2S)-2-[(4-{1-[(3,4-dihydroxybutyl)(methyl)amino]-2,3-dihydro-1H-inden-5-yl}phenyl)methoxy]cyclopentyl}-5-(1-methyl-1H-pyrazol-4-yl)pyridine-3-carboxamide